6-(2-fluoro-3-hydroxyphenyl)-8-((2-fluorophenyl)thio)-2-(furan-2-ylmethyl)imidazo[1,2-a]pyrazin-3(7H)-one FC1=C(C=CC=C1O)C=1NC(=C2N(C1)C(C(=N2)CC=2OC=CC2)=O)SC2=C(C=CC=C2)F